tert-butyl (1R,5S,6r)-6-(5-(trifluoromethyl)benzo[d]thiazol-2-yl)-3-azabicyclo[3.1.0]hexane-3-carboxylate FC(C=1C=CC2=C(N=C(S2)C2[C@H]3CN(C[C@@H]23)C(=O)OC(C)(C)C)C1)(F)F